6-methoxy-N-(piperazin-1-ylmethyl)-2-(pyrrolidin-1-yl)-7-(3-(pyrrolidin-1-yl)propoxy)quinazolin-4-amine COC=1C=C2C(=NC(=NC2=CC1OCCCN1CCCC1)N1CCCC1)NCN1CCNCC1